CN[C@@H]1C[C@@H](NC1)C(=O)O (2R,4R)-4-(METHYLAMINO)PYRROLIDINE-2-CARBOXYLIC ACID